C(C1=CC=CC=C1)OC1=C2C(=CNC2=CC=C1)/C=N/NC1=CC=C(C=C1)C(F)(F)F (E)-4-(benzyloxy)-3-((2-(4-(trifluoromethyl)phenyl)hydrazineylidene)methyl)-1H-indole